(Cis)-6-(5-Chloro-2-{[(3S,4S)-3-hydroxyoxan-4-yl]amino}pyrimidin-4-yl)-2-[2-oxo-2-(1,2,3,4-tetrahydroisochinolin-2-yl)ethyl]-2,3-dihydro-1H-isoindol-1-on ClC=1C(=NC(=NC1)N[C@@H]1[C@@H](COCC1)O)C1=CC=C2CN(C(C2=C1)=O)CC(N1CC2=CC=CC=C2CC1)=O